BrCCCOC1=C(C=CC=C1)Cl 1-(3-bromopropoxy)-2-chlorobenzene